N\C(\C1(CC1)C1=C(C=CC=C1)C)=N/OC(=O)C1=NN(C(=C1)C(F)F)CC(=O)NC1COC1 (Z)-2-(3-((((amino(1-(o-tolyl)cyclopropyl)methylene)amino)oxy)carbonyl)-5-(difluoromethyl)-1H-pyrazol-1-yl)-N-(oxetan-3-yl)acetamide